FC1=C(CC[NH3+])C=CC=C1 2-fluoro-phenethylammonium